CCCC(CCCCCC)=O (E)-4-decanal